N-methacrylamidopropyl-N,N-diethylammonium C(C(=C)C)(=O)NCCC[NH+](CC)CC